2-{[1-({9-[(cyclopropylmethyl)amino]-7-methoxy-1H,2H,3H-cyclopenta[b]quinolin-6-yl}oxy)-3-(pyrrolidin-1-yl)propan-2-yl]oxy}ethan-1-ol C1(CC1)CNC1=C2C(=NC=3C=C(C(=CC13)OC)OCC(CN1CCCC1)OCCO)CCC2